O=C1NC=C(C=C1C(=O)O)S(=O)(=O)O 2-oxo-5-sulfo-1,2-dihydropyridine-3-carboxylic acid